O[C@H]1[C@@H]([C@@H]2[C@@H](OC[C@H](CC2)CCCC(=O)OC(C)C)C1)CC[C@H](COC1=CC=CC=C1)O 2-Propanyl 4-{(3S,5aR,6R,7R,8aS)-7-hydroxy-6-[(3R)-3-hydroxy-4-phenoxybutyl]octahydro-2H-cyclopenta[b]oxepin-3-yl}butanoate